2-chloro-6-(1,1-difluoro-2-methoxyethyl)-4-methylpyridine ClC1=NC(=CC(=C1)C)C(COC)(F)F